Cl.C[C@H]1N(CCCC1OC(=O)C1=CNC=C(C1)C(=O)O)CC1=CC=CC=C1 1,4-dihydro-3,5-pyridinedicarboxylic acid-methyl-(R)-1-benzyl-3-piperidyl ester hydrochloride